C(=C)OC(=O)SCCC[Si](O[Si](C)(C)C)(O[Si](C)(C)C)O[Si](C)(C)C 3-(vinyloxycarbonylthio)propyl-tris(trimethylsiloxy)silane